O1C(CCCC1)N1N=CC=C1C1=CC=C2C=CC=NC2=C1 7-(1-(tetrahydro-2H-pyran-2-yl)-1H-pyrazol-5-yl)quinoline